FC1=CC=C(C(=C1C(=O)O)C)NS(=O)(=O)CCC 6-fluoro-2-methyl-3-(propylsulfonamido)benzoic acid